OCC(C(=S)O)CC 2-hydroxymethylthiobutyric acid